methyl (S)-3-(3-bromo-5-(hydroxymethyl)phenyl)-2-((tert-butoxycarbonyl)amino)propanoate BrC=1C=C(C=C(C1)CO)C[C@@H](C(=O)OC)NC(=O)OC(C)(C)C